FC1=CC(=C(C=C1)C1=CC(=NC=C1)NC(=O)C=1C(N(C=C(C1)CNCC(C)C)CC(F)(F)F)=O)C1=NN=CN1C N-(4-(4-Fluoro-2-(4-methyl-4H-1,2,4-triazol-3-yl)phenyl)pyridin-2-yl)-5-((isobutylamino)methyl)-2-oxo-1-(2,2,2-trifluoroethyl)-1,2-dihydropyridine-3-carboxamide